CC=1C=CC=2N(C3=CC=C(C=C3C2C1)C)C1=C(C(=C(C(=C1N1C2=CC=C(C=C2C=2C=C(C=CC12)C)C)C1=NC(=CC=C1)C1=CC=CC=C1)N1C2=CC=C(C=C2C=2C=C(C=CC12)C)C)N1C2=CC=C(C=C2C=2C=C(C=CC12)C)C)C=1OC2=C(N1)C=CC=C2 2-(2,3,5,6-tetrakis(3,6-dimethyl-9H-carbazol-9-yl)-4-(6-phenylpyridin-2-yl)phenyl)benzo[d]oxazole